isoxazol-5-ylMethanol O1N=CC=C1CO